ClC=1C=CC=C2C=CC=C(C12)C1=C(C=2N=C(N=C(C2C=N1)N1C[C@H]2CC[C@@H](C1)N2C(=O)OC(C)(C)C)OCC(=O)OCC)F tert-butyl (1R,5S)-3-(7-(8-chloronaphthalen-1-yl)-2-(2-ethoxy-2-oxoethoxy)-8-fluoropyrido[4,3-d]pyrimidin-4-yl)-3,8-diazabicyclo[3.2.1]octane-8-carboxylate